ClC1=CC=C(S1)CNC1=CC(=NN1C(=O)C1=CSC=C1)C1CCN(CC1)C(C)=O 1-[4-(5-[(5-chlorothiophen-2-yl)methyl]amino-1-(thiophene-3-carbonyl)-1H-pyrazol-3-yl)piperidin-1-yl]ethan-1-one